N=1C(=CN2C1C=CC=C2)NC(=O)C=2C=CC=C1CCN(CC21)C2=CC=C(C(=N2)C(=O)O)C=2C=NN(C2C)CC21CC3CC(CC(C2)C3)C1 6-[8-(imidazo[1,2-a]pyridin-2-ylcarbamoyl)-3,4-dihydroisoquinolin-2(1H)-yl]-3-[5-methyl-1-(tricyclo[3.3.1.13,7]dec-1-ylmethyl)-1H-pyrazol-4-yl]pyridine-2-carboxylic acid